L-glycero-D-manno-heptose O=C[C@@H](O)[C@@H](O)[C@H](O)[C@H](O)[C@@H](O)CO